3-tert-butyl-5-methylsalicylic acid C(C)(C)(C)C1=C(C(C(=O)O)=CC(=C1)C)O